C(CC1=C2C(C(=O)N(C2=O)Br)=C(C(=C1Br)Br)Br)C1=C2C(C(=O)N(C2=O)Br)=C(C(=C1Br)Br)Br Ethylen-bis(tetrabromophthalimid)